(1S,6R)-2,2-difluoro-6-[4-(propan-2-yl)piperazin-1-yl]cyclohexan-1-amine FC1([C@H]([C@@H](CCC1)N1CCN(CC1)C(C)C)N)F